(S)-3-([1,1'-biphenyl]-4-yl)-6-(1-amino-4-methoxy-1,3-dihydrospiro[indene-2,4'-piperidin]-1'-yl)pyridin-2(1H)-one C1(=CC=C(C=C1)C=1C(NC(=CC1)N1CCC2(CC1)[C@@H](C1=CC=CC(=C1C2)OC)N)=O)C2=CC=CC=C2